FC(C(C(C(C(C(F)(F)F)(F)F)(F)F)(F)F)(F)F)(N(C(C(C(C(C(C(F)(F)F)(F)F)(F)F)(F)F)(F)F)(F)F)C(C(C(C(C(C(F)(F)F)(F)F)(F)F)(F)F)(F)F)(F)F)F perfluorotrihexylamine